C(#C)C=1C(=CC=C2C=CC=C(C12)C1=C(C=2N=C(N=C(C2C=N1)N1CCNC2(COC2)C1)OC[C@]12CCCN2C[C@@H](C1)F)F)F 8-(7-(8-ethynyl-7-fluoronaphthalen-1-yl)-8-fluoro-2-(((2R,7aS)-2-fluorotetrahydro-1H-pyrrolizin-7a(5H)-yl)methoxy)pyrido[4,3-d]pyrimidin-4-yl)-2-oxa-5,8-diazaspiro[3.5]nonane